5-(4-methoxypyrid-3-yl)-3-(4-(1-methyl-1,2,3,6-tetrahydropyridin-4-yl)phenyl)-1H-pyrazolo[4,3-c]pyridazin-6(5H)-one COC1=C(C=NC=C1)N1N=C2C(=CC1=O)NN=C2C2=CC=C(C=C2)C=2CCN(CC2)C